C(#C)C1=C(C(=C(C=N1)C1=C(C2=C(N=CN=C2N)N1C)C1=CC(=C(C=C1)OC1=NC=CC(=N1)C)F)C)OC 6-(6-ethynyl-5-methoxy-4-methylpyridin-3-yl)-5-(3-fluoro-4-((4-methylpyrimidin-2-yl)oxy)phenyl)-7-methyl-7H-pyrrolo[2,3-d]pyrimidin-4-amine